F[C@@H]1[C@@H](C1)C(=O)NC=1C=C2C(=CN1)N(C(=C2)C=2C=C1C=NN(C1=CC2OC)COCC[Si](C)(C)C)C (1S,2S)-2-fluoro-N-[2-(6-methoxy-1-[[2-(trimethylsilyl)ethoxy]methyl]indazol-5-yl)-1-methylpyrrolo[2,3-c]pyridin-5-yl]cyclopropane-1-carboxamide